lauroylethyltrimethylammonium methylsulfate salt COS(=O)(=O)[O-].C(CCCCCCCCCCC)(=O)C[N+](C)(C)CC